ClC1=CNC=2N=C(N=C(C21)OC[C@H]2CN(C[C@@H]2OC)C(=O)OC(C)(C)C)NC=2C=NN(C2)C tert-butyl (3R,4R)-3-(((5-chloro-2-((1-methyl-1H-pyrazol-4-yl)amino)-7H-pyrrolo[2,3-d]pyrimidin-4-yl)oxy)methyl)-4-methoxypyrrolidine-1-carboxylate